[Br-].C(CCC)N1C=[N+](C=C1)C 1-butyl-3-methyl-imidazolium bromide salt